N-[4-({5-[(4-bromo-2-fluorophenyl)amino]-4-methylpyridin-3-yl}methyl)-3-fluoropyridin-2-yl]-N-methanesulfonyl-methanesulfonamide BrC1=CC(=C(C=C1)NC=1C(=C(C=NC1)CC1=C(C(=NC=C1)N(S(=O)(=O)C)S(=O)(=O)C)F)C)F